1,2-diethylbutyl methacrylate C(C(=C)C)(=O)OC(C(CC)CC)CC